NC1=C(C=CC(=C1N)C=1C=CC=C2C=CC=C(C12)C1=C(C=C(C(=O)N[C@H](C)C2=CC=CC=C2)C=C1OC)OC)C=1C=CC=C2C=CC=C(C12)C1=C(C=C(C(=O)N[C@H](C)C2=CC=CC=C2)C=C1OC)OC 4,4'-((2,3-diamino-1,4-phenylene)bis(naphthalene-8,1-diyl))bis(3,5-dimethoxy-N-((R)-1-phenylethyl)benzamide)